Tert-butyl 6-chloro-3-[3-(naphthalen-1-yloxy) propyl]-7-(1,3,5-trimethyl-1H-pyrazol-4-yl)-1H-indole-2-carboxylate ClC1=CC=C2C(=C(NC2=C1C=1C(=NN(C1C)C)C)C(=O)OC(C)(C)C)CCCOC1=CC=CC2=CC=CC=C12